C(C)C(/C(/C(=O)O)=C/C(=O)O)CC.C(C)OC(=O)C(C(=CC)C)C(=O)OCC 2-methyl-but-2-endicarboxylic acid diethyl ester (diethyl citraconate)